N-octyl-N-nonyl-toluidine C(CCCCCCC)N(C=1C(=CC=CC1)C)CCCCCCCCC